FC1=C(C=CC(=C1)N1C(OCC=N1)=O)C1=C(C(=C(C=C1)F)F)F (2,2',3',4'-tetrafluorobiphenyl-4-yl)-3,6-dihydro-2H-1,3,4-oxadiazin-2-one